(E)-2-(3,4-bis(methoxymethoxy)phenylvinyl)-5-methyl-6-nitrobenzo[d]thiazole COCOC=1C=C(C=CC1OCOC)/C=C/C=1SC2=C(N1)C=C(C(=C2)[N+](=O)[O-])C